tert-butyl 4-bromo-6-(bromomethyl)isoindoline-2-carboxylate BrC1=C2CN(CC2=CC(=C1)CBr)C(=O)OC(C)(C)C